(cyclopentylmethyl)(methyl)((4-(5-(trifluoromethyl)-1,2,4-oxadiazol-3-yl)benzyl)imino)-λ6-sulfanone C1(CCCC1)CS(=O)(=NCC1=CC=C(C=C1)C1=NOC(=N1)C(F)(F)F)C